CC1=C(C(CCC1)(C)C)/C=C/C(=C/C=C/C(=C/C=C/C=C(\C)/C=C/C=C(/C)\C=C\C2=C(CCCC2(C)C)C)/C)/C 9-cis-beta-Carotene